ethyl (5R)-5-methoxy-5,6-dihydro-4H-pyrrolo[1,2-b]pyrazole-2-carboxylate CO[C@@H]1CC=2N(N=C(C2)C(=O)OCC)C1